N-{[2-(cyclopropylmethoxy)-3-fluorophenyl]methyl}-5-{2-acetamidoimidazo[1,2-b]pyridazin-6-yl}-6-methylpyridine-3-carboxamide C1(CC1)COC1=C(C=CC=C1F)CNC(=O)C=1C=NC(=C(C1)C=1C=CC=2N(N1)C=C(N2)NC(C)=O)C